(S)-9-(oxiran-2-ylmethyl)-9H-carbazole O1[C@H](C1)CN1C2=CC=CC=C2C=2C=CC=CC12